Strontium thianat S1C(CCCC1)C(=O)[O-].[Sr+2].S1C(CCCC1)C(=O)[O-]